CC(CN=C=O)C(CCCN=C=O)(C)C 2,3,3-trimethylhexamethylene diisocyanate